CC1(N=C(NC2=C(C=CC=C12)C(F)(F)F)C=1SC=C(N1)C1=C(C(=O)O)C=CC=C1)C (2-(4,4-dimethyl-8-trifluoromethyl-1,4-dihydroquinazolin-2-yl)thiazol-4-yl)benzoic acid